N-(5-((6-((R)-3-(3,4-dichlorophenyl)isoxazolidine-2-yl)pyrimidine-4-yl)amino)-2-(4-(2-(dimethylamino)ethyl)piperazine-1-yl)-4-methoxyphenyl)acrylamide ClC=1C=C(C=CC1Cl)[C@@H]1N(OCC1)C1=CC(=NC=N1)NC=1C(=CC(=C(C1)NC(C=C)=O)N1CCN(CC1)CCN(C)C)OC